2-amino-5-(4-(2-(3,5-difluorophenyl)-2-hydroxyacetamido)-2-methylphenyl)-N-(tetrahydro-2H-pyran-4-yl)nicotinamide magnesium aluminum-iron [Fe].[Al].[Mg].NC1=C(C(=O)NC2CCOCC2)C=C(C=N1)C1=C(C=C(C=C1)NC(C(O)C1=CC(=CC(=C1)F)F)=O)C